4-(methylcarbamoyl)benzoic acid CNC(=O)C1=CC=C(C(=O)O)C=C1